FC1=NC(=CC(=C1)NC1=CC=C(C(=N1)C(=O)NC(C(C)(C)C)C)OC)F 6-[(2,6-difluoro-4-pyridyl)amino]-3-methoxy-N-(1,2,2-trimethylpropyl)pyridine-2-carboxamide